[Li].C(C)(=O)NCC(=O)NC=1C=C2C(N(CC2=CC1)C1C(NC(CC1)=O)=O)=O 2-acetamido-N-[2-(2,6-dioxo-3-piperidinyl)-3-oxo-isoindolin-5-yl]acetamide lithium